3-(4-fluoro-5-(((2R,3S)-3-((4-fluorocyclohexyl)amino)tetrahydro-2H-pyran-2-yl)methyl)-1-oxoisoindolin-2-yl)piperidine-2,6-dione FC1=C2CN(C(C2=CC=C1C[C@H]1OCCC[C@@H]1NC1CCC(CC1)F)=O)C1C(NC(CC1)=O)=O